ClC1=NC(=NC(=N1)Cl)N(CCCCCCCC)CCCCCCCC 2,4-dichloro-6-dioctylamino-1,3,5-triazine